COC1=NC(=CC=C1NC(=O)C=1C(=NOC1C)C1=CC=CC=C1)C=1OC=CN1 (2-methoxy-6-oxazol-2-yl-3-pyridinyl)-5-methyl-3-phenyl-isoxazole-4-carboxamide